OC(=O)C(F)(F)F.N1CC(C1)C=1C(=CC(=NC1)C1=CC=C(C=C1)F)C1=NN(C=C1)C 5-(azetidin-3-yl)-2-(4-fluorophenyl)-4-(1-methyl-1H-pyrazol-3-yl)pyridine TFA salt